NCC=1C=C(C=CC1)N1N=C(C=C1C(=O)NC1=C(C=CC(=C1)[C@H](N(C)C1CC1)C1=CC=C(C=C1)C#N)F)C(F)(F)F |r| Racemic-1-(3-(aminomethyl)phenyl)-N-(5-((4-cyanophenyl)(cyclopropyl-methylamino)methyl)-2-fluorophenyl)-3-(trifluoromethyl)-1H-pyrazole-5-carboxamide